ethyl 4-(1-methylimidazole-2-amido)-1H-pyrrole-2-carboxylate CN1C(=NC=C1)C(=O)NC=1C=C(NC1)C(=O)OCC